C(C=C)C1(CN(C1)C(=O)OC(C)(C)C)N tert-butyl 3-allyl-3-amino-azetidine-1-carboxylate